4-((7-methoxyquinolin-4-yl)oxy)-N'-methylbenzenesulfonimidamide COC1=CC=C2C(=CC=NC2=C1)OC1=CC=C(C=C1)S(=O)(N)=NC